lithium gallium germanate [GeH](=O)[O-].[Ga+3].[Li+].[GeH](=O)[O-].[GeH](=O)[O-].[GeH](=O)[O-]